FC1=C2C=NN(C2=CC(=C1)O)COCC[Si](C)(C)C 4-fluoro-1-((2-(trimethylsilyl)ethoxy)methyl)-1H-indazol-6-ol